C(CCCCCC\C=C/CCCCC)=O cis-8-tetradecenal